FC=1C=C(C=NC1)CC1CC2(CN(C2)C(=O)N2C[C@@H](CC2)N2N=NN=C2)C1 [6-[(5-fluoro-3-pyridinyl)methyl]-2-azaspiro[3.3]heptan-2-yl]-[(3R)-3-(tetrazol-1-yl)pyrrolidin-1-yl]methanone